1-heptyl-1-methylpyrrolidinium cyanide [C-]#N.C(CCCCCC)[N+]1(CCCC1)C